C(C1=CC=CC=C1)OC(=O)N1CCC(CC1)N1C(N(CC2=C(C1)C=C(C=C2)F)CC2=CC=C(C=C2)CC(C)O)=O benzyl-4-(8-fluoro-4-[[4-(2-hydroxypropyl)phenyl]methyl]-3-oxo-1,5-dihydro-2,4-benzodiazepine-2-yl)piperidine-1-carboxylate